8-{4,7-diazaspiro[2.5]octan-7-yl}-N-{8-fluoro-2-methylimidazo[1,2-a]pyridin-6-yl}quinoxaline-5-carboxamide C1CC12NCCN(C2)C2=CC=C(C=1N=CC=NC21)C(=O)NC=2C=C(C=1N(C2)C=C(N1)C)F